BrC=1N=CC(=NC1C)C(C)(C)O 2-(5-bromo-6-methylpyrazin-2-yl)propan-2-ol